4-amino-2-fluoro-N,N-dimethylbenzenesulfonamide NC1=CC(=C(C=C1)S(=O)(=O)N(C)C)F